BrC1=CC(=C2C(=N1)C(CC2)(C)O)C(=O)OC methyl 2-bromo-7-hydroxy-7-methyl-6,7-dihydro-5H-cyclopenta[b]pyridine-4-carboxylate